5-((tert-butyldimethylsilyl)oxy)-2-methylbenzofuran-3-carboxylic acid ethyl ester C(C)OC(=O)C1=C(OC2=C1C=C(C=C2)O[Si](C)(C)C(C)(C)C)C